1-phenyl-5-methyl-N'-(1-(4-hydroxyphenyl)methylene)-1H-pyrazole-4-carboxylic acid hydrazide C1(=CC=CC=C1)N1N=CC(=C1C)C(=O)NN=CC1=CC=C(C=C1)O